2-(3,3-Dimethyl-1-piperidyl)-6-(3-fluoro-5-isobutoxyphenyl)-N-(1H-pyrazol-5-ylsulfonyl)pyridin-3-carboxamid CC1(CN(CCC1)C1=NC(=CC=C1C(=O)NS(=O)(=O)C1=CC=NN1)C1=CC(=CC(=C1)OCC(C)C)F)C